(E)-2-chloro-5-(4-fluoro-3-methoxystyryl)-4-isopropylpyrimidine ClC1=NC=C(C(=N1)C(C)C)\C=C\C1=CC(=C(C=C1)F)OC